1-(4-(7-(5-Chloro-2-fluorophenyl)-2,3-dihydro-1H-pyrido[3,4-b][1,4]oxazin-1-yl)pyridin-2-yl)-3-(2-(4-methylpiperazin-1-yl)ethyl)urea ClC=1C=CC(=C(C1)C1=CC2=C(OCCN2C2=CC(=NC=C2)NC(=O)NCCN2CCN(CC2)C)C=N1)F